ClC=1C(=C(CNC(CN(C(CN2N=C(C3=CC=C(C=C23)CO)C(=O)N)=O)C2CC2)=O)C=CC1)F 1-(2-((2-(3-chloro-2-fluorobenzylamino)-2-oxoethyl)(cyclopropyl)amino)-2-oxoethyl)-6-(hydroxymethyl)-1H-indazole-3-carboxamide